5-Chloro-N-(6-fluoro-2,3-dihydrobenzofuran-3-yl)-2-methoxynicotinamide ClC=1C=NC(=C(C(=O)NC2COC3=C2C=CC(=C3)F)C1)OC